ClC1=CC=C(C=C1)[C@H](C(F)(F)F)N(S(=O)(=O)C1=CC=2N(C=C1)C=CN2)C (R)-N-(1-(4-chlorophenyl)-2,2,2-trifluoroethyl)-N-methylimidazo[1,2-a]pyridine-7-sulfonamide